3-((7-chloro-1-methyl-6-((4-(methylamino)pyrazolo[1,5-a]pyrazin-3-yl)oxy)-1H-imidazo[4,5-b]pyridin-2-yl)amino)-5-(trifluoromethyl)pyridin-2(1H)-one ClC1=C2C(=NC=C1OC=1C=NN3C1C(=NC=C3)NC)N=C(N2C)NC=2C(NC=C(C2)C(F)(F)F)=O